C(CCC)C1(CSC2=C(N(C1)C1=CC=CC=C1)C=C(C(=C2)OC)Cl)CC 3-butyl-7-chloro-3-ethyl-8-methoxy-5-phenyl-2,3,4,5-tetrahydro-1,5-benzothiazepine